methyl 7-(pyridin-4-yl)-3,4-dihydro-2H-thieno[3,4-b][1,4]oxazine-5-carboxylate N1=CC=C(C=C1)C=1SC(=C2C1OCCN2)C(=O)OC